1-(4-(2-oxopropyl)phenyl)-3-(4-(trifluoromethoxy)phenyl)urea O=C(CC1=CC=C(C=C1)NC(=O)NC1=CC=C(C=C1)OC(F)(F)F)C